3-[(5-chloro-3-fluoro-2-pyridinyl)oxy]-2-[4-(trifluoromethyl)pyrazol-1-yl]benzonitrile ClC=1C=C(C(=NC1)OC=1C(=C(C#N)C=CC1)N1N=CC(=C1)C(F)(F)F)F